(2s,4s)-8-(5-chloro-3-fluoro-pyridin-2-yl)-N-methyl-6,9-dioxo-5-(4-(trifluoromethyl)-benzyl)-5,8-diazaspiro[3.5]-nonane-2-carboxamide ClC=1C=C(C(=NC1)N1CC(N(C2(CC(C2)C(=O)NC)C1=O)CC1=CC=C(C=C1)C(F)(F)F)=O)F